tert-butyl-4-(((1s,3s)-3-hydroxycyclobutoxy)methyl)piperidine-1-carboxylate C(C)(C)(C)OC(=O)N1CCC(CC1)COC1CC(C1)O